acrylic acid 2-hydroxyethyl-methacrylate OCCOC(C(=C)C)=O.C(C=C)(=O)O